5-(tert-butoxycarbonyl)-2-oxo-1-(tetrahydro-2H-pyran-4-yl)-1,2-dihydropyridine-4-carboxylic acid C(C)(C)(C)OC(=O)C=1C(=CC(N(C1)C1CCOCC1)=O)C(=O)O